tert-butyl (tert-butoxycarbonyl)(5-chloro-2-nitrophenyl)carbamate C(C)(C)(C)OC(=O)N(C(OC(C)(C)C)=O)C1=C(C=CC(=C1)Cl)[N+](=O)[O-]